glycerol dipalmitat C(CCCCCCCCCCCCCCC)(=O)OCC(OC(CCCCCCCCCCCCCCC)=O)CO